C(CCCCCCC)(=O)SCCNC(CCNC([C@@H](C(COP(OP(OC[C@@H]1[C@H]([C@H]([C@@H](O1)N1C=NC=2C(N)=NC=NC12)O)OP(=O)(O)O)(=O)O)(=O)O)(C)C)O)=O)=O capryloyl-CoA